N1(N=CN=C1)C1=C(C(=O)O)C=C(C=C1)C(F)(F)F 2-(1H-1,2,4-triazol-1-yl)-5-(trifluoromethyl)benzoic acid